1-[3-(3-chloropropoxy)phenyl]-3-(dimethylamino)propan-1-ol ClCCCOC=1C=C(C=CC1)C(CCN(C)C)O